3-(5-(1-cyclopropyl-4-(pyrrolidin-1-ylmethyl)-1H-pyrrolo[2,3-b]pyridin-6-yl)-1-oxoisoindolin-2-yl)piperidine-2,6-dione C1(CC1)N1C=CC=2C1=NC(=CC2CN2CCCC2)C=2C=C1CN(C(C1=CC2)=O)C2C(NC(CC2)=O)=O